L-5-mercaptotetrazole-1-methanesulfonic acid disodium salt [Na+].[Na+].SC1=NN=NN1CS(=O)(=O)[O-].SC1=NN=NN1CS(=O)(=O)[O-]